CC1=CC2=C(N(CCC(N2)=O)CC2=CC=C(C(=O)NO)C=C2)C=C1 4-((7-methyl-4-oxo-2,3,4,5-tetrahydro-1H-benzo[b][1,4]diazepin-1-yl)methyl)-N-hydroxybenzoamide